N-(1-methyl-4-piperidyl)-6-[4-(prop-2-enoylamino)-6-quinolyl]pyridine-2-carboxamide CN1CCC(CC1)NC(=O)C1=NC(=CC=C1)C=1C=C2C(=CC=NC2=CC1)NC(C=C)=O